FC=1C=C(CCN(CC=2C=C(C=CC2)C[C@H](C(=O)O)[C@@H]2CNCC2)CC=2C=C(C=CC2)C[C@H](C(=O)O)[C@@H]2CNCC2)C=C(C1)OC (2S,2'S)-3,3'-((((3-fluoro-5-methoxyphenethyl)azanediyl)bis(methylene))bis(3,1-phenylene))bis(2-((R)-pyrrolidin-3-yl)propionic acid)